ClC=1C=C(C=NC1)NC(=O)[C@@H]1CC12CCN(CC2)C(=O)OC(C(F)(F)F)C(F)(F)F |o1:10| 1,1,1,3,3,3-hexafluoro-propan-2-yl (R or S)-1-((5-chloropyridin-3-yl)carbamoyl)-6-azaspiro[2.5]octane-6-carboxylate